BrC1=CC(=C(C(=C1)F)C1=CC(=C2C=NC(=NN21)N[C@H]2[C@@H](CN(CC2)S(=O)(=O)C2CC2)O)F)F (3R,4R)-4-((7-(4-bromo-2,6-difluorophenyl)-5-fluoropyrrolo[2,1-f][1,2,4]triazin-2-yl)amino)-1-(cyclopropylsulfonyl)piperidin-3-ol